BrC=1N=C(N(C1)COCC[Si](C)(C)C)[C@H](CC=C)NC(OC(C)(C)C)=O (S)-tert-butyl (1-(4-bromo-1-((2-(trimethylsilyl)ethoxy) methyl)-1H-imidazol-2-yl)but-3-en-1-yl)carbamate